(S,E)-N-(7-(2-(4,4-difluoro-cyclohexyl)vinyl)-2-methyl-2,3-dihydrobenzofuran-5-yl)acrylamide FC1(CCC(CC1)/C=C/C1=CC(=CC=2C[C@@H](OC21)C)NC(C=C)=O)F